sodium 2,3-dichloroisobutyrate ClC(C(=O)[O-])(CCl)C.[Na+]